N-(2-methoxy-5-(1-methyl-1H-pyrazol-4-yl)-4-(4-(4-methylpiperazin-1-yl)piperidin-1-yl)phenyl)-4-(3-phenylisoxazolidin-2-yl)-5-(trifluoromethyl)pyrimidin-2-amine COC1=C(C=C(C(=C1)N1CCC(CC1)N1CCN(CC1)C)C=1C=NN(C1)C)NC1=NC=C(C(=N1)N1OCCC1C1=CC=CC=C1)C(F)(F)F